(3S,4S)-8-(8-((6-amino-2-(trifluoromethyl)pyridin-3-yl)thio)imidazo[1,2-c]pyrimidin-5-yl)-3-methyl-2-oxa-8-azaspiro[4.5]decan-4-amine NC1=CC=C(C(=N1)C(F)(F)F)SC=1C=2N(C(=NC1)N1CCC3([C@@H]([C@@H](OC3)C)N)CC1)C=CN2